divinyl-siloxane-Dibenzocyclobutene C(=C)C1C(C=2C1=CC=CC2)(O[SiH2]C2CC=1C2=CC=CC1)C=C